(S)-2-(4-(1-(2-((6-oxo-5-(trifluoromethyl)-1,6-dihydropyridazin-4-yl)amino)propyl)-1H-pyrrole-3-carbonyl)piperazin-1-yl)pyrimidine-5-carbonitrile O=C1C(=C(C=NN1)N[C@H](CN1C=C(C=C1)C(=O)N1CCN(CC1)C1=NC=C(C=N1)C#N)C)C(F)(F)F